(S)-5-benzyl-N-(1-methyl-2-oxo-8-(trifluoromethyl)-2,3,4,5-tetrahydro-1H-pyrrolo[1,2-a][1,3]diazepin-3-yl)-4H-1,2,4-triazole-3-carboxamide C(C1=CC=CC=C1)C=1NC(=NN1)C(=O)N[C@@H]1C(N(C=2N(CC1)C=C(C2)C(F)(F)F)C)=O